O=C1SCC(C1)=O 2,4-dioxothiophene